COC(C1=CN=C(C=C1C=O)Cl)=O 6-chloro-4-formyl-nicotinic acid methyl ester